C1(=CCCCC1)CCN1C(=NC2=CC(=CC=C2C1)C(=O)OC)NCC1=NC=C(C(=C1C)OC)C Methyl 3-(2-(cyclohex-1-en-1-yl)ethyl)-2-(((4-methoxy-3,5-dimethylpyridin-2-yl)methyl)amino)-3,4-dihydroquinazoline-7-carboxylate